5-(4-(2-(1-(5H-pyrido[4,3-b]indol-7-yl)piperidin-4-yl)ethyl)piperazin-1-yl)-2-(2,6-dioxopiperidin-3-yl)isoindoline-1,3-dione C1=NC=CC=2NC=3C=C(C=CC3C21)N2CCC(CC2)CCN2CCN(CC2)C=2C=C1C(N(C(C1=CC2)=O)C2C(NC(CC2)=O)=O)=O